[Ru+2].CC1=CC=C(COCCN[C@@H]([C@@H](C2=CC=CC=C2)NS(=O)(=O)C2=CC=C(C)C=C2)C2=CC=CC=C2)C=C1.[Cl+] chlorine [(R,R)-N-[2-[2-(4-methylbenzyloxy)ethyl]amino-1,2-diphenylethyl]-p-toluenesulfonamide] ruthenium (II)